BrC=1C=C(C=CC1)CN 1-(3-bromophenyl)methylamine